Methyl 2-(2-amino-9-((2R,3R,5S)-3-hydroxy-5-(hydroxymethyl)tetrahydrofuran-2-yl)-8-oxo-8,9-dihydro-7H-purin-7-yl)acetate NC1=NC=C2N(C(N(C2=N1)[C@@H]1O[C@@H](C[C@H]1O)CO)=O)CC(=O)OC